N1C(=NC2=C1C=CC=C2)CC(=O)OCC ethyl 2-(1H-benzimidazol-2-yl)acetate